NC1=NC=CC(=N1)NC=1C=C(C=CC1OC1CCN(CC1)C)CCC(C)C=1SC=CN1 4-(3-((2-aminopyrimidin-4-yl)amino)-4-((1-methylpiperidin-4-yl)oxy)phenyl)-2-(thiazol-2-yl)butan